2-methyl-3-[(1,7,7-trimethylbicyclo[2.2.1]hept-2-yl)oxy]propan-1-ol CC(CO)COC1C2(CCC(C1)C2(C)C)C